butyl 3-(5-(hydroxymethyl)benzofuran-7-yl)benzylcarbamate OCC=1C=C(C2=C(C=CO2)C1)C=1C=C(CNC(OCCCC)=O)C=CC1